9,9-bis(4-(2-hydroxyethoxy)phenyl)-3,6-diphenylfluorene OCCOC1=CC=C(C=C1)C1(C2=CC=C(C=C2C=2C=C(C=CC12)C1=CC=CC=C1)C1=CC=CC=C1)C1=CC=C(C=C1)OCCO